5-[2-(6-{[(2,4-dimethoxyphenyl)methyl]carbamoyl}-1-methyl-1H-pyrazolo[4,3-c]pyridin-4-yl)-1-methyl-1H-imidazol-4-yl]-3-methyl-1H-pyrazol COC1=C(C=CC(=C1)OC)CNC(=O)C1=CC2=C(C(=N1)C=1N(C=C(N1)C1=CC(=NN1)C)C)C=NN2C